fluoro-1,1'-biphenyl FC1=C(C=CC=C1)C1=CC=CC=C1